1-Decyl-2-Methylpyridinium triflat [O-]S(=O)(=O)C(F)(F)F.C(CCCCCCCCC)[N+]1=C(C=CC=C1)C